2-methoxyethyl (1S,2R,5R)-2-(hydroxycarbamoyl)-3-((6-(4-(trifluoromethoxy)phenoxy)pyridin-3-yl)sulfonyl)-3,8-diazabicyclo[3.2.1]octane-8-carboxylate ONC(=O)[C@H]1[C@@H]2CC[C@H](CN1S(=O)(=O)C=1C=NC(=CC1)OC1=CC=C(C=C1)OC(F)(F)F)N2C(=O)OCCOC